[Br-].C(=O)=[Mn+](=C=O)=C=O tricarbonyl-manganese bromide